C(CCCCCCCCCC)N(CCCNC1=NC(=NC(=N1)NCCCN(CCCCCCCCCCC)CCCCCCCCCCC)NCCCN(CCCCCCCCCCC)CCCCCCCCCCC)CCCCCCCCCCC N2,N4,N6-tris(3-(diundecylamino)propyl)-1,3,5-triazine-2,4,6-triamine